[3-(5-chloro-2-hydroxy-4-methylphenyl)-4-fluorophenyl]-pyrrolidin-1-ylmethanone ClC=1C(=CC(=C(C1)C=1C=C(C=CC1F)C(=O)N1CCCC1)O)C